FC1=CC=2C(=NNN2)C=C1 5-fluoro-2H-benzo[d][1,2,3]triazole